(isopropylamino)-5-methyl-1H-indazol C(C)(C)NN1N=CC2=CC(=CC=C12)C